ClC=1C(=NC(=NC1)N1C[C@@H](N[C@H](C1)C)C)N1CC(C1)C(=O)NC(C)(C)C1=CN=C2N1C=CC=C2 1-{5-chloro-2-[(3S,5S)-3,5-dimethylpiperazin-1-yl]pyrimidin-4-yl}-N-(2-{imidazo[1,2-a]pyridin-3-yl}propan-2-yl)azetidine-3-carboxamide